N-(4-(4-(dimethylamino)phenyl)-6-(4-methoxyphenyl)pyrimidin-2-yl)-2-(pyrrolidin-1-yl)acetamide CN(C1=CC=C(C=C1)C1=NC(=NC(=C1)C1=CC=C(C=C1)OC)NC(CN1CCCC1)=O)C